BrC=1C=C(C=O)C=C(C1)OCC 3-bromo-5-ethoxybenzaldehyde